NC1=NC=NN2C1=C(C=C2C=2C(=CC(=C(C(=O)N[C@@H]1CN(C[C@@H]1F)C(C1=CC=C(C=C1)F)=O)C2)C)F)C(F)(F)F 5-[4-amino-5-(trifluoromethyl)pyrrolo[2,1-f][1,2,4]triazin-7-yl]-4-fluoro-N-[(3R,4S)-4-fluoro-1-(4-fluorobenzoyl)pyrrolidin-3-yl]-2-methylbenzamide